(3-(5-(5-(2,3-dihydro-1H-inden-4-yl)-6-methoxy-1H-pyrazolo[4,3-b]pyridin-3-yl)pyridin-2-yl)cyclopentyl)-N-methylmethanesulfonamide C1CCC2=C(C=CC=C12)C1=C(C=C2C(=N1)C(=NN2)C=2C=CC(=NC2)C2CC(CC2)CS(=O)(=O)NC)OC